2-methanesulfonyl-5-ethynyl-pyrimidine Tert-Butyl-4-(Chloromethyl)-3,6-Dihydro-2H-Pyridine-1-Carboxylate C(C)(C)(C)OC(=O)N1CCC(=CC1)CCl.CS(=O)(=O)C1=NC=C(C=N1)C#C